FC1=C(C=CC=C1Cl)C(C(C(=O)OCC)Br)Br ethyl 3-(2-fluoro-3-chlorophenyl)-2,3-dibromopropionate